FC(C1=NC(=NO1)C1=CC=[N+](C=C1)CCCS(=O)(=O)[O-])(F)F 3-[4-[5-(trifluoromethyl)-1,2,4-oxadiazol-3-yl]pyridin-1-ium-1-yl]propane-1-sulfonate